ethyl 2-(4-(1-hydroxyethyl)-7-isopropyl-1-oxopyrrolo[1,2-d][1,2,4]triazin-2(1H)-yl)acetate OC(C)C1=NN(C(C=2N1C=C(C2)C(C)C)=O)CC(=O)OCC